N-(4-(4-(4-methylpiperazin-1-yl)-4-oxobutyl)-1-phenyl-1H-imidazol-2-yl)benzamide (2R,3R)-2,3-dihydroxysuccinate O[C@@H](C(=O)O)[C@H](C(=O)O)O.CN1CCN(CC1)C(CCCC=1N=C(N(C1)C1=CC=CC=C1)NC(C1=CC=CC=C1)=O)=O